P1(OCCCCO1)=O.C(CN)N Ethylenediamine tetramethylene phosphonate